tert-butyl 6-acrylamido-3-(4-(trifluoromethyl) benzyl)-6,7-dihydropyrazolo[1,5-a]pyrimidine-4(5H)-carboxylate C(C=C)(=O)NC1CN(C=2N(C1)N=CC2CC2=CC=C(C=C2)C(F)(F)F)C(=O)OC(C)(C)C